1-((tert-butoxycarbonyl)amino)benzo[4,5]imidazo[1,2-a]pyrazine-3-carboxylic acid C(C)(C)(C)OC(=O)NC=1C=2N(C=C(N1)C(=O)O)C1=C(N2)C=CC=C1